(S)-5-((S)-5-Chloro-6-fluoro-2-phenyl-2-((S)-pyrrolidin-2-yl)-2,3-dihydrobenzofuran-4-yl)-4-fluoro-2-methyl-2H-indazole-6-carboxamide ClC=1C(=CC2=C(C[C@@](O2)([C@H]2NCCC2)C2=CC=CC=C2)C1C1=C(C2=CN(N=C2C=C1C(=O)N)C)F)F